C(C=1CC[C@H]([C@@H](C1)C=1C(=CC(=CC1O)CCC1=CC=CC=C1)O)C(=C)C)([2H])([2H])[2H] (1'R,2'R)-5'-(methyl-d3)-4-phenethyl-2'-(prop-1-en-2-yl)-1',2',3',4'-tetrahydro-[1,1'-biphenyl]-2,6-diol